tributyl-1,3-dioxane-2-ylmethylphosphonium C(CCC)[P+](CC1OCCCO1)(CCCC)CCCC